C(C=C)N1N=NC(=C1)C1=CC=C(C=C1)B1OC(C(O1)(C)C)(C)C 1-allyl-4-(4-(4,4,5,5-tetramethyl-1,3,2-dioxaborolan-2-yl)phenyl)-1H-1,2,3-triazole